C(C)OC(=O)C1=CN(C2=NC=C(C=C2C1=O)B1OC(C(O1)(C)C)(C)C)[C@H]1CN(CC1)C(=O)OC(C)(C)C (R)-1-(1-(tert-Butoxycarbonyl)pyrrolidin-3-yl)-4-oxo-6-(4,4,5,5-tetramethyl-1,3,2-dioxaborolan-2-yl)-1,4-dihydro-1,8-naphthyridine-3-carboxylic acid ethyl ester